C1(CC1)C1=NC=NC(=C1C=1N=CC2=C(N1)C=NN2C(C)=O)OC 1-(5-(4-cyclopropyl-6-methoxypyrimidin-5-yl)-1H-pyrazolo[4,3-d]pyrimidin-1-yl)ethan-1-one